C(C)OC(=O)C1=C(N=C(N1COCC[Si](C)(C)C)Br)C 2-bromo-4-methyl-1-((2-(trimethylsilyl)ethoxy)methyl)-1H-imidazole-5-carboxylic acid ethyl ester